ClC1=CC(=C(C=C1)C1=NC(=CC2=C1N=C(N(C2=O)C)C2CCC2)N2C[C@H](OCC2)C=2C=NN(C2)C)F 8-(4-chloro-2-fluoro-phenyl)-2-cyclobutyl-3-methyl-6-[(2R)-2-(1-methylpyrazol-4-yl)morpholin-4-yl]pyrido[3,4-d]pyrimidin-4-one